(2-(hydroxyimino)ethyl)phosphonic acid bis(2-ethylhexyl) ester C(C)C(COP(OCC(CCCC)CC)(=O)CC=NO)CCCC